BrC1=CN=CC2=CC=C(C=C12)N1CCOCC1 4-(4-bromoisoquinolin-6-yl)morpholine